C(C1=CC=CC=C1)OC1=C(C=CC(=C1F)C(F)(F)F)F 2-(benzyl-oxy)-1,3-difluoro-4-(trifluoromethyl)benzene